S(=O)(=O)(ON1[C@@H]2CC[C@H](N(C1=O)C2)C(NC2CC2)=N)O (2S,5R)-2-(N-cyclopropylcarbamimidoyl)-7-oxo-1,6-diazabicyclo[3.2.1]octan-6-yl hydrogen sulfate